1-(3-fluoro-5-(5-(3-(methylsulfonyl)phenyl)-1H-pyrazolo[3,4-b]pyridin-3-yl)phenyl)-3-(p-tolyl)urea FC=1C=C(C=C(C1)C1=NNC2=NC=C(C=C21)C2=CC(=CC=C2)S(=O)(=O)C)NC(=O)NC2=CC=C(C=C2)C